N1=C(N=CN=C1)NC=1C=C(C#N)C=CC1 3-((1,3,5-triazin-2-yl)amino)benzonitrile